ethyl 3-[4-[2-[2-fluoro-5-[(4,6,7-trifluoro-1H-indol-5-yl)oxy]phenyl]-1H-imidazol-4-yl]-4-methyl-chroman-8-yl]propanoate FC1=C(C=C(C=C1)OC=1C(=C2C=CNC2=C(C1F)F)F)C=1NC=C(N1)C1(CCOC2=C(C=CC=C12)CCC(=O)OCC)C